CC(C)(C)C1=CC(=C(C=C1)N)N 4-(tert-butyl)-o-phenylenediamine